BrC=1C=NC(=NC1)C(N1CCCC1)C(=O)C(C1=NC=C(C=N1)Br)N1CCCC1 (5-bromopyrimidin-2-yl)(pyrrolidin-1-yl)methylKetone